BrCC1=C([C@@H](N=C(N1)C=1SC=CN1)C1=C(C=C(C=C1)F)Cl)C(=O)OC (R)-methyl 6-(bromomethyl)-4-(2-chloro-4-fluorophenyl)-2-(thiazol-2-yl)-1,4-dihydropyrimidine-5-carboxylate